7-cyano-1,2,4,5-tetrahydro-3H-benzo[d]azepine-3-carboxylate C(#N)C1=CC2=C(CCN(CC2)C(=O)[O-])C=C1